CC(CO)(CCCCCBr)C 2,2-dimethyl-7-bromoheptanol